ClC=1C=C(C=CC1)N(S(=O)(=O)CC)CC1=NOC(=C1)C=1OC(=NN1)C(F)F N-(3-chlorophenyl)-N-[[5-[5-(difluoromethyl)-1,3,4-oxadiazol-2-yl]isoxazol-3-yl]methyl]ethanesulfonamide